1-(tert-butoxycarbonyl)piperidine-3-carboxylic acid C(C)(C)(C)OC(=O)N1CC(CCC1)C(=O)O